2-((7-methoxy-1-oxo-4-(3-(thiophen-2-yl)pyrazolo[1,5-a]pyridin-5-yl)isoindolin-2-yl)methyl)acrylonitrile COC=1C=CC(=C2CN(C(C12)=O)CC(C#N)=C)C1=CC=2N(C=C1)N=CC2C=2SC=CC2